1-methoxy-2,4-dimethyl-3-nitrobenzene COC1=C(C(=C(C=C1)C)[N+](=O)[O-])C